S1(C=CC2=C1C=CC=N2)(=O)=O thienopyridinedione